CC(CCC(=C)C1=CC=CC=C1)CC α-3-methylpentylstyrene